ClC1=CC=C(C=C1)C1=C(CCC(C1)(C)C)CN1CC(N(CC1)C(=O)C=1C=C2CN(C(C2=CC1)=O)C1C(NC(CC1)=O)=O)CF 3-(5-(4-((4'-chloro-5,5-dimethyl-3,4,5,6-tetrahydro-[1,1'-biphenyl]-2-yl)methyl)-2-(fluoromethyl)piperazine-1-carbonyl)-1-oxoisoindolin-2-yl)piperidine-2,6-dione